hexylpyridinium fluoride [F-].C(CCCCC)[N+]1=CC=CC=C1